7-[2-({2-methyl-8-[4-(trifluoromethyl)phenyl]-2H,8H-pyrazolo[3,4-b]indol-5-yl}formamido)-ethoxy]heptanoic acid CN1N=C2N(C3=CC=C(C=C3C2=C1)C(=O)NCCOCCCCCCC(=O)O)C1=CC=C(C=C1)C(F)(F)F